OC1=C(C=C(C2=CC=CC=C12)O)C(=O)[O-] 1,4-dihydroxy-2-naphthoate